BrC1=C(C2=C(N=CN=C2N)N1C)C=1OC=CN1 6-bromo-7-methyl-5-(oxazol-2-yl)-7H-pyrrolo[2,3-d]pyrimidin-4-amine